NC=1C2=C(N=CN1)N(C(=C2C2=CC[C@H](CC2)C(=O)O)C=2C=NC(=CC2C)C#C[Si](C)(C)C(C)(C)C)C (S)-4-(4-amino-6-(6-((tert-butyldimethylsilyl)ethynyl)-4-methylpyridin-3-yl)-7-methyl-7H-pyrrolo[2,3-d]pyrimidin-5-yl)cyclohex-3-ene-1-carboxylic acid